2,4,6-trimethyl-2,4,6-triphenylcyclotrisiloxane C[Si]1(O[Si](O[Si](O1)(C1=CC=CC=C1)C)(C1=CC=CC=C1)C)C1=CC=CC=C1